C(=O)(OC(C)(C)C)[Na] Bocsodium